N,N,N',N'-Tetraoctyl-Diglycolamide C(CCCCCCC)N(C(COCC(=O)N(CCCCCCCC)CCCCCCCC)=O)CCCCCCCC